FC1=CC=C(C=C1)[C@@H]([C@H]1[C@@H]2N(C(C=3N1N=CC(C3O)=O)=O)CCC2)C2=CC=C(C=C2)C(F)(F)F (9aR,10S)-10-((S)-(4-Fluorophenyl)(4-(trifluoromethyl)phenyl)methyl)-4-hydroxy-8,9,9a,10-tetrahydro-7H-pyrrolo[1',2':4,5]pyrazino[1,2-b]pyridazin-3,5-dion